B(O[Si](C)(C)C)(O[Si](C)(C)C)[O-].[Na+] sodium bis(trimethylsilyl) borate